FC=1C=C(C=2C(N(CC2C1)C1CCN(CC1)C1CCC(CC1)=O)=O)C(=O)N 6-fluoro-3-oxo-2-[1-(4-oxocyclohexyl)piperidin-4-yl]-2,3-dihydro-1H-isoindole-4-carboxamide